NCCNCCC[Si](OC)(OC)OC 3-(2-aminoethyl-amino)-propyltrimethoxysilane